2-bromo-1-(4-((3-bromophenyl)sulfonyl)piperazin-1-yl)ethan-1-one BrCC(=O)N1CCN(CC1)S(=O)(=O)C1=CC(=CC=C1)Br